N(=O)N[C@@H](CS)C(=O)O Nitrosocystein